CN(C(OC=1C=NC=C(C1C)CC1=C(C(=NC=C1)N)F)=O)C [5-[(2-amino-3-fluoro-4-pyridyl)methyl]-4-methyl-3-pyridyl] N,N-dimethylcarbamate